alpha-(acetoxy)phenylacetyl chloride C(C)(=O)OC(C(=O)Cl)C1=CC=CC=C1